N[C@@H](CCC(=O)N1CCN(CC2=C1C=CC=C2)C(=O)OC(C)(C)C)C(=O)OC tert-butyl (S)-1-(4-amino-5-methoxy-5-oxopentanoyl)-1,2,3,5-tetrahydro-4H-benzo[e][1,4]diazepine-4-carboxylate